5-chloro-N-(2,6-dichlorophenyl)-2-(methylsulfanyl)-pyrimidine-4-carboxamide ClC=1C(=NC(=NC1)SC)C(=O)NC1=C(C=CC=C1Cl)Cl